4-(furo[3,2-c]pyridin-4-yl)-N-[1-(3-methylpyridin-2-yl)piperidin-4-yl]benzamide O1C=CC=2C(=NC=CC21)C2=CC=C(C(=O)NC1CCN(CC1)C1=NC=CC=C1C)C=C2